FC(C(C)C=1C(=C(NC1C1=C2C=CNC2=CC=C1)C(=O)O)C1=C2C=CNC2=CC=C1)F 4-(1,1-difluoroprop-2-yl)-3,5-bis(1H-indol-4-yl)-1H-pyrrole-2-carboxylic acid